N-(bis(2-fluorophenyl)phosphaneyl)-N-isopropyl-1,1-bis(3-(tributylsilyl)phenyl)phosphanamine FC1=C(C=CC=C1)P(N(P(C1=CC(=CC=C1)[Si](CCCC)(CCCC)CCCC)C1=CC(=CC=C1)[Si](CCCC)(CCCC)CCCC)C(C)C)C1=C(C=CC=C1)F